2-(4-{[3-(4-{[(3S,4R)-3-fluoro-1-methylpiperidin-4-yl]amino}-1-(2,2,2-trifluoroethyl)-1H-indol-2-yl)prop-2-yn-1-yl]amino}-3-methoxybenzenesulfonyl)ethan-1-ol F[C@H]1CN(CC[C@H]1NC1=C2C=C(N(C2=CC=C1)CC(F)(F)F)C#CCNC1=C(C=C(C=C1)S(=O)(=O)CCO)OC)C